2-Methoxyethyl-(2RS)-2-[2-({2-chloro-4-fluoro-5-[3-methyl-2,6-dioxo-4-(trifluoromethyl)-3,6-dihydropyrimidin-1(2H)-yl]phenyl}sulfanyl)phenoxy]propanoate COCCOC([C@@H](C)OC1=C(C=CC=C1)SC1=C(C=C(C(=C1)N1C(N(C(=CC1=O)C(F)(F)F)C)=O)F)Cl)=O |r|